2-(6-Chloro-benzothiazol-2-ylamino)-1-methyl-1H-benzoimidazole-5-carboxylic acid (2-fluoro-ethyl)-amide FCCNC(=O)C1=CC2=C(N(C(=N2)NC=2SC3=C(N2)C=CC(=C3)Cl)C)C=C1